1-((2R,3R,4R,5R)-4-(allyloxy)-5-((bis(4-methoxyphenyl)(phenyl)methoxy)methyl)-3-fluorotetrahydrofuran-2-yl)-3-((benzyloxy)methyl)pyrimidine-2,4(1H,3H)-dione C(C=C)O[C@H]1[C@H]([C@@H](O[C@@H]1COC(C1=CC=CC=C1)(C1=CC=C(C=C1)OC)C1=CC=C(C=C1)OC)N1C(N(C(C=C1)=O)COCC1=CC=CC=C1)=O)F